FC(C1=CC(=C(C(=C1)C(C)C)CC(=O)N[S@@](=O)(=N)C1=C(C=C(C=C1)C(C)(C)O)F)C(C)C)F |o1:15| (S)- or (R)-2-(4-(difluoromethyl)-2,6-diisopropylphenyl)-N-(2-fluoro-4-(2-hydroxypropan-2-yl)phenylsulfonimidoyl)acetamide